NC1=C(C=C(C=C1)C1=CN=CC(=N1)C1=CC(=CS1)NC(CCCC)=O)OC N-{5-[6-(4-amino-3-methoxyphenyl)pyrazin-2-yl]thiophen-3-yl}pentanamide